C(C)(C)(C)OC(=O)N1C(OC[C@@H]1[C@@H]([C@H](C(=O)N1C(OC[C@H]1CC1=CC=CC=C1)=O)C)O[Si](C)(C)C(C)(C)C)(C)C (4R)-4-((1R,2R)-3-[(4R)-4-benzyl-2-oxo-1,3-oxazolidin-3-yl]-1-{[tert-butyl-(dimethyl)silyl]oxy}-2-methyl-3-oxopropyl)-2,2-dimethyl-1,3-oxazolidin-3-carboxylic acid tert-butyl ester